4-(2-chloro-6-cyclopropylpyridin-4-yl)-3-[4-(difluoromethyl)-1,2,4-triazol-3-yl]benzonitrile ClC1=NC(=CC(=C1)C1=C(C=C(C#N)C=C1)C1=NN=CN1C(F)F)C1CC1